C(C)OC(=O)C1(CSCC1CC(=O)OCC)N1C2=NC(=NC=C2N=C1)Cl (Rac)-ethyl-3-(2-chloro-9H-purin-9-yl)-4-(2-ethoxy-2-oxoethyl)tetrahydrothiophene-3-carboxylate